N[C@@H]1CN(C[C@@H]1F)C=1C=CC(=NC1)CCN1C[C@@H]2N([C@@H](CN(C2)C2=C3C=CC=NC3=C(C=C2)C#N)C)CC1 5-[(4R,9aS)-8-[2-[5-[(3R,4S)-3-amino-4-fluoro-pyrrolidin-1-yl]-2-pyridyl]ethyl]-4-methyl-3,4,6,7,9,9a-hexahydro-1H-pyrazino[1,2-a]pyrazin-2-yl]quinoline-8-carbonitrile